3-(4-(2-(2,6-dimethylpyridin-4-yl)-3-isopropyl-1H-indol-5-yl)piperidin-1-yl)propionamide diethyl-2,5-bis(3-bromopropoxy)benzene-1,4-dicarboxylate C(C)OC(=O)C1=C(C=C(C(=C1)OCCCBr)C(=O)OCC)OCCCBr.CC1=NC(=CC(=C1)C=1NC2=CC=C(C=C2C1C(C)C)C1CCN(CC1)CCC(=O)N)C